FC(C(=O)[O-])(F)F.F[C@H]1C[NH+](C[C@H](C1)N(S(N)(=O)=O)C=1C=NN(C1)C)C (3r,5s)-3-fluoro-1-methyl-5-[(1-methyl-1H-pyrazol-4-yl)(sulfamoyl)amino]-piperidin-1-ium trifluoroacetate